ClC=1C=C(C=CC1)[C@@H]1[C@H](C1)C(=O)O (1S,2S)-2-(3-chlorophenyl)cyclopropane-1-carboxylic acid